N,N-Bis(2-aminoethyl)glycine NCCN(CC(=O)O)CCN